C(C)(C)(C)OC(N[C@H](C(=O)/N=C/N(C)C)C)=O N-[(1S)-2-[(E)-dimethylaminomethyleneamino]-1-methyl-2-oxo-ethyl]carbamic acid tert-butyl ester